F[C@H]1[C@@H](C1)C(CC(C(=O)OC)=O)=O trans-Methyl 4-(2-fluorocyclopropyl)-2,4-dioxobutanoate